COC1=CC=2N=CN=C(C2N=C1NC(=O)C12COCC2C1)C=1C(=NN(C1)C)C1=CC=CC=C1 N-(7-methoxy-4-(1-methyl-3-phenyl-1H-pyrazol-4-yl)pyrido[3,2-d]pyrimidin-6-yl)-3-oxabicyclo[3.1.0]hexane-1-carboxamide